C(C)(C)(C)OC(=O)N1C[C@H]2N(CC1)C([C@H](C2)CC#CC=2C=1N(C=CC2)N=CN1)=O (7s,8as)-7-(3-([1,2,4]triazolo[1,5-a]pyridin-8-yl)prop-2-yn-1-yl)-6-oxohexahydropyrrolo[1,2-a]pyrazine-2(1H)-carboxylic acid tert-butyl ester